ClC1=C(C=C(C=C1)C1=CN(C(C=C1)=O)C(C)C)CC(C(=O)NC1=CC=C(C=C1)C=1N=NNC1C)NC(OC(C)(C)C)=O tert-butyl N-[1-[[2-chloro-5-(1-isopropyl-6-oxo-3-pyridyl)phenyl]methyl]-2-[4-(5-methyl-1H-triazol-4-yl)anilino]-2-oxo-ethyl]carbamate